(difluoro(2-(((5S,8S,10aR)-8-(methyl(phenyl)carbamoyl)-6-oxo-3-(2-phenylacetyl)decahydropyrrolo[1,2-a][1,5]diazocin-5-yl)carbamoyl)-1H-indol-5-yl)methyl)phosphonic Acid FC(C=1C=C2C=C(NC2=CC1)C(N[C@H]1CN(CC[C@@H]2N(C1=O)[C@@H](CC2)C(N(C2=CC=CC=C2)C)=O)C(CC2=CC=CC=C2)=O)=O)(F)P(O)(O)=O